OC1=C(C(=CC(=C1)C)C)C1=CC=C2C=CC(=NC2=N1)[C@@H]1CCC(NC1)=O (R)-5-(7-(2-hydroxy-4,6-dimethylphenyl)-1,8-naphthyridin-2-yl)piperidin-2-one